N-(1,3-dihydroxy-2-methylpropan-2-yl)-2-methyl-5-((pyridin-2-ylmethyl)thio)benzofuran-3-carboxamide OCC(CO)(C)NC(=O)C1=C(OC2=C1C=C(C=C2)SCC2=NC=CC=C2)C